7-(4-bromo-3-chloro-benzoyl)-2-[4-(cyclopropoxy)phenyl]-3-oxo-N-[rac-(1R)-1-[4-(2-amino-2-oxo-ethoxy)-2-fluoro-phenyl]ethyl]-6,8-dihydro-5H-imidazo[1,5-a]pyrazine-1-carboxamide BrC1=C(C=C(C(=O)N2CC=3N(CC2)C(N(C3C(=O)N[C@H](C)C3=C(C=C(C=C3)OCC(=O)N)F)C3=CC=C(C=C3)OC3CC3)=O)C=C1)Cl |r|